5-fluoro-2-((4-fluoro-2-methylphenyl)amino)-6-methoxy-N-(6-methoxy-2-methylpyridin-3-yl)nicotinamide FC=1C(=NC(=C(C(=O)NC=2C(=NC(=CC2)OC)C)C1)NC1=C(C=C(C=C1)F)C)OC